N-(7-chloro-6-(1-((3S,4S)-4-hydroxy-3-methyltetrahydrofuran-3-yl)piperidin-4-yl)isoquinolin-3-yl)-2-(pyridin-2-yl)cyclopropane-1-carboxamide ClC1=C(C=C2C=C(N=CC2=C1)NC(=O)C1C(C1)C1=NC=CC=C1)C1CCN(CC1)[C@]1(COC[C@H]1O)C